N[C@@H]1C2=CC=CC=C2CC12CCN(CC2)C=2NC(C1=C(N2)NN=C1C(=C)C1=C(C(=CC=C1)OC)F)=O (S)-6-(1-amino-1,3-dihydro-spiro[inden-2,4'-piperidin]-1'-yl)-3-(1-(2-fluoro-3-methoxyphenyl)vinyl)-1H-pyrazolo[3,4-d]pyrimidin-4(5H)-one